1-(3-(aminomethyl)phenyl)-N-(3-phenoxyphenyl)-3-(trifluoromethyl)-1H-pyrazole-5-carboxamide NCC=1C=C(C=CC1)N1N=C(C=C1C(=O)NC1=CC(=CC=C1)OC1=CC=CC=C1)C(F)(F)F